(2-(4-hydroxy-4-methylpiperidin-1-yl)-4-morpholinylphenyl)-5-(1H-pyrazol-4-yl)furan-2-carboxamide OC1(CCN(CC1)C1=C(C=CC(=C1)N1CCOCC1)C1=C(OC(=C1)C=1C=NNC1)C(=O)N)C